S1C2=C(C=C1)C(=CC=C2)N2CCN(CC2)CCCCOC2=CC=C1CCC(N(C1=C2)C(=O)N(C)C)=O 7-(4-(4-(benzo[b]thiophen-4-yl)piperazin-1-yl)butoxy)-N,N-dimethyl-2-oxo-3,4-dihydroquinoline-1(2H)-carboxamide